ClC(=O)C1(CC1)C(=O)O 1-(chlorocarbonyl)cyclopropane-1-carboxylic acid